OC1=C(C=CC=C1)C1=CC(=CN=N1)N1CCC(CC1)(C(=O)O)C1CCOCC1 1-(6-(2-hydroxyphenyl)pyridazin-4-yl)-4-(tetrahydro-2H-pyran-4-yl)piperidine-4-carboxylic acid